C(=O)(OC(C)(C)C)N1CC2CN(CC2C1)N N-Boc-5-amino-hexahydropyrrolo[3,4-c]pyrrole